1-tert-butyl 2-methyl (2R)-2,5-dihydropyrrole-1,2-dicarboxylate N1([C@H](C=CC1)C(=O)OC)C(=O)OC(C)(C)C